3-(4-Amino-1-((3aR,4R,6S,6aS)-2,2-dimethyl-6-((((3-methyl-5-phenylisoxazol-4-yl)methyl)thio)methyl)tetrahydrofuro[3,4-d][1,3]dioxol-4-yl)-1H-pyrazolo[3,4-d]pyrimidin-3-yl)benzamide NC1=C2C(=NC=N1)N(N=C2C=2C=C(C(=O)N)C=CC2)[C@@H]2O[C@@H]([C@H]1OC(O[C@H]12)(C)C)CSCC=1C(=NOC1C1=CC=CC=C1)C